O=C1NCC2=CC=CC=C2C1 3-oxo-1,2,3,4-tetrahydroisoquinoline